N-[(4-Chlorophenyl)-methyl]-2-cyclopropyl-4-methyl-6-morpholin-4-yl-pyridine-3-carboxylic acid amide ClC1=CC=C(C=C1)CNC(=O)C=1C(=NC(=CC1C)N1CCOCC1)C1CC1